phenothiazin-10-yl-propyl-sulfonate sodium salt [Na+].C1=CC=CC=2SC3=CC=CC=C3N(C12)CCCS(=O)(=O)[O-]